5-(8-((1R,2R)-2-(5-(difluoromethoxy)pyridin-2-yl)cyclopropyl)imidazo[1,2-b]pyridazin-6-yl)pyrimidine-2,4(1H,3H)-dione FC(OC=1C=CC(=NC1)[C@H]1[C@@H](C1)C=1C=2N(N=C(C1)C=1C(NC(NC1)=O)=O)C=CN2)F